F[C@@H]1C[C@H](N(C1)C(CC1=CN=NN1)=O)C(=O)N[C@H](C1=CC=CC=C1)C1=CC(=C(C(=C1)C)C(C)C)F |o1:17| (2S,4R)-4-fluoro-N-[(R) or (S)-[3-fluoro-5-methyl-4-(propan-2-yl)phenyl](phenyl)methyl]-1-[2-(1H-1,2,3-triazol-5-yl)acetyl]pyrrolidine-2-carboxamide